C(C)N1CCN(CC1)C1=C(C=C(N)C=C1)C 4-(4-ethylpiperazin-1-yl)-3-methyl-Aniline